C(C)N(CC)CC.FS(=N)F difluorosulfimide triethylamine salt